CC(C)(CCC[C@@H](C)[C@H]1CC[C@H]2[C@@H]3C(C=C4C[C@H](CC[C@]4(C)[C@H]3CC[C@]12C)O)O)O cholest-6(5)-ene-3β,7,25-Triol